O1CCN(CC1)CC1=C(C=CC=C1O)C1=CC=CC=C1 (morpholinomethyl)-[1,1'-biphenyl]-3-ol